4-[2-hydroxy-3-(3-isopropylphenylamino)propyl]-1,3-dihydroimidazol-2-one OC(CC=1NC(NC1)=O)CNC1=CC(=CC=C1)C(C)C